3-(4-bromopyridin-2-yl)-1,3-oxazinan-2-one BrC1=CC(=NC=C1)N1C(OCCC1)=O